4-methyl-3-(4-fluoro-1H-pyrazol-1-yl)aniline CC1=C(C=C(N)C=C1)N1N=CC(=C1)F